CC1=C(C(=C(C(=C1)SC)N)SC)N 4-methyl-2,6-bis(methylsulfanyl)benzene-1,3-diamine